C1(CC1)C=1N=C2N(C=C(C=C2N2CCOCC2)C=2C(=CC(=C(C2)NC(=O)N2C[C@@H](CC2)CC(F)(F)F)F)C)C1 (S)-N-(5-(2-cyclopropyl-8-morpholinoimidazo[1,2-a]pyridin-6-yl)-2-fluoro-4-methylphenyl)-3-(2,2,2-trifluoroethyl)pyrrolidine-1-carboxamide